[Cl-].ClC1N(C=CN1C)C 2-chloro-1,3-dimethyl-imidazole chloride